O1CC[C@H](C2=CC=CC=C12)NC(=O)[C@@H]1C2(C[C@@H]3SCC[C@@H](C(N31)=O)NC([C@H](C)NC)=O)CCCC2 (4'S,7'S,9a'S)-N-((R)-chroman-4-yl)-4'-((S)-2-(methylamino)propanamido)-5'-oxohexahydro-7'H-spiro[cyclopentane-1,8'-pyrrolo[2,1-b][1,3]thiazepine]-7'-carboxamide